C(C)(=O)OCC1=CC=C(C=C1)N1C(=NC2=C1C=CC(=C2)C#N)C=2C(=NC=CC2)N 4-(2-(2-aminopyridin-3-yl)-5-cyano-1H-benzo[d]imidazol-1-yl)benzyl acetate